4-[(2-Ethyl-phenoxymethylthio)methyl]1,3-dihydro-imidazol-2-one C(C)C1=C(OCSCC=2NC(NC2)=O)C=CC=C1